tert-butyl ((5-(4-(trifluoromethyl)phenyl)imidazo[1,2-c]pyrimidin-7-yl)methyl)carbamate FC(C1=CC=C(C=C1)C1=NC(=CC=2N1C=CN2)CNC(OC(C)(C)C)=O)(F)F